nonadecane-6,6-diol CCCCCC(CCCCCCCCCCCCC)(O)O